2-((difluoromethyl)sulfonyl)-7-fluoro-5-(3-fluorophenyl)-6,7-dihydro-5H-pyrrolo[1,2-b][1,2,4]triazole FC(S(=O)(=O)C=1N=C2N(N1)C(CC2F)C2=CC(=CC=C2)F)F